Cyanomethanesulfonyl chloride C(#N)CS(=O)(=O)Cl